(2R)-N-[2-(1-benzylpiperidin-4-yl)ethyl]-4-(5-cyanopyridin-2-yl)-2-methylpiperazine-1-carboxamide C(C1=CC=CC=C1)N1CCC(CC1)CCNC(=O)N1[C@@H](CN(CC1)C1=NC=C(C=C1)C#N)C